2-[3-{(3,5-di-tert-butyl)phenyl}-5-(pyrazin-2-yl)phenyl]-4,6-diphenyl-1,3,5-triazine C(C)(C)(C)C=1C=C(C=C(C1)C(C)(C)C)C=1C=C(C=C(C1)C1=NC=CN=C1)C1=NC(=NC(=N1)C1=CC=CC=C1)C1=CC=CC=C1